C(C)(C)(C)OC(=O)N1CCC(=CC1)C=1N(N=C2C=C(C=CC12)C1=CC=CC2=CC=CC=C12)CCCN(C)C 4-(2-(3-(dimethylamino)propyl)-6-naphthyl-2H-indazol-3-yl)-3,6-dihydropyridine-1(2H)-carboxylic acid tert-butyl ester